C(C1=CC=CC=C1)N1C(C(C(=C1C1=CC=C(C=C1)Br)C)(C[Se]C1=CC=CC=C1)C)=O 1-Benzyl-5-(4-bromophenyl)-3,4-dimethyl-3-((phenylseleno)methyl)-1H-pyrrol-2(3H)-one